1-(((4R,6R)-9-(5-(2-Hydroxypropan-2-yl)pyrazin-2-yl)-8-oxo-7-oxa-9-azadispiro[2.2.46.23]dodecan-4-yl)methyl)-1H-benzo[d]imidazole-6-carbonitrile OC(C)(C)C=1N=CC(=NC1)N1C(O[C@]2(C[C@H](C3(CC3)CC2)CN2C=NC3=C2C=C(C=C3)C#N)C1)=O